2-((tert-butyldimethylsilyloxy)ethyl)-1H-indole [Si](C)(C)(C(C)(C)C)OCCC=1NC2=CC=CC=C2C1